1-(3-(3-methoxy-3-oxopropyl)phenyl)-6-(trifluoromethoxy)-1H-indole-2-carboxylic acid COC(CCC=1C=C(C=CC1)N1C(=CC2=CC=C(C=C12)OC(F)(F)F)C(=O)O)=O